[N+](=[N-])=C(C(=O)O)C(=O)C 2-diazoacetoacetic acid